4-AMINO-5-IODOPYRIDINE-3-CARBOXALDEHYDE NC1=C(C=NC=C1I)C=O